C(C1=CC=CC=C1)(=O)N[C@@H](CCCNC(N)=N)C(=O)NC1=CC2=CC=CC=C2C=C1 |r| benzoyl-DL-arginyl-beta-naphthylamine